FC(S(=O)(=O)OC1=C(C(=C(C=C1)C=1C(=NN(C1)CCC1=NC(=CC=C1)OC)C)F)F)(F)F [2,3-difluoro-4-[1-[2-(6-methoxy-2-pyridyl)ethyl]-3-methyl-pyrazol-4-yl]phenyl] trifluoromethanesulfonate